5-((1S,2R)-1-(6-chloro-4-(2-methoxy-2-methylpropyl)-1,1-dioxido-3,4-dihydro-2H-benzo[e][1,2,4]thiadiazin-2-yl)-2-(6-fluoro-2,3-dimethylphenyl)propyl)-1,3,4-oxadiazol-2(3H)-one ClC=1C=CC2=C(N(CN(S2(=O)=O)[C@@H]([C@H](C)C2=C(C(=CC=C2F)C)C)C2=NNC(O2)=O)CC(C)(C)OC)C1